4,4-difluoro-4-(2-methoxypyridin-4-yl)butan-1-ol FC(CCCO)(C1=CC(=NC=C1)OC)F